COC1=CC=C(CN(C2=NC=3CCCCC3C(=C2[N+](=O)[O-])NCC2(COC(OC2)(C)C)C)CC2=CC=C(C=C2)OC)C=C1 N2,N2-bis(4-methoxybenzyl)-3-nitro-N4-((2,2,5-trimethyl-1,3-dioxan-5-yl)methyl)-5,6,7,8-tetrahydroquinoline-2,4-diamine